(R)-1-Boc-2-methyl-piperazine C(=O)(OC(C)(C)C)N1[C@@H](CNCC1)C